8-Cyclobutoxy-2-(4-((5-cyclopropyl-3-(3,5-dichloropyridin-4-yl)isoxazol-4-yl)methoxy)bicyclo[2.2.2]octan-1-yl)chinolin C1(CCC1)OC=1C=CC=C2C=CC(=NC12)C12CCC(CC1)(CC2)OCC=2C(=NOC2C2CC2)C2=C(C=NC=C2Cl)Cl